N-(6-bromopyridin-2-yl)-4-chloro-2-fluorobenzamide BrC1=CC=CC(=N1)NC(C1=C(C=C(C=C1)Cl)F)=O